3-(hexadecyloxy)propyl hydrogen (((1-(4-amino-2-oxopyrimidin-1(2H)-yl)-3-hydroxypropan-2-yl)oxy)methyl)phosphonate NC1=NC(N(C=C1)CC(CO)OCP(OCCCOCCCCCCCCCCCCCCCC)(O)=O)=O